(3-(4-fluorophenyl)oxetan-3-yl)-2-isobutyryl-N-methyl-1,2,3,4-tetrahydroisoquinoline-6-sulfonamide FC1=CC=C(C=C1)C1(COC1)C1N(CCC2=CC(=CC=C12)S(=O)(=O)NC)C(C(C)C)=O